BrCC(=O)C1=CC=C(C=C1)S(=O)(=O)NC(C)C 4-(2-bromoacetyl)-N-isopropylbenzenesulfonamide